CCOC(=O)[C@H](C)O (-)-Ethyl (S)-2-hydroxypropionate